CN(C1=CC=C(C=C1)C1=CC(=NC(=C1)C1=CC=CC=C1)C1=C(C=CC=C1)OCCCCCCCC)C N,N-dimethyl-4-[2-[2-(octyloxy)phenyl]-6-phenyl-4-pyridinyl]-Benzenamine